O1C=NC(=C1)CNC(NC1=CC=C(C(=O)OCC)C=C1)=O Ethyl 4-(3-(oxazol-4-ylmethyl)ureido)benzoate